C12C(CC(CC1)C2)CN[C@@H]2C=C([C@@H]([C@@H]([C@H]2O)O)O)COC(F)F (1S,2S,3S,6R)-6-((bicyclo[2.2.1]heptan-2-ylmethyl)amino)-4-((difluoromethoxy)methyl)cyclohex-4-ene-1,2,3-triol